N-((5-chloro-6-(2-(isoxazol-3-yl)ethyl)-1H-indol-2-yl)methyl)-1-methylcyclopropane-1-carboxamide ClC=1C=C2C=C(NC2=CC1CCC1=NOC=C1)CNC(=O)C1(CC1)C